N-methyl-1-(2-fluoro-1-methylpropyl)-5-methyl-N-pyridazin-4-yl-pyrazole-4-carboxamide CN(C(=O)C=1C=NN(C1C)C(C(C)F)C)C1=CN=NC=C1